O=[Mo]=O dioxomolybdenum